diisooctyloxy phosphate P(=O)(OOCCCCCC(C)C)(OOCCCCCC(C)C)[O-]